3-[6-Chloro-3-[(1R)-1-[3,6-dimethyl-2-(2-methylpyrazolo[4,3-b]pyridin-5-yl)-4-oxo-chromen-8-yl]ethoxy]-2-pyridyl]-4H-1,2,4-oxadiazol-5-one ClC1=CC=C(C(=N1)C1=NOC(N1)=O)O[C@H](C)C=1C=C(C=C2C(C(=C(OC12)C=1C=CC=2C(N1)=CN(N2)C)C)=O)C